FC=1C=C2C(N(C(=NC2=C(C1)[C@@H](C)N[S@](=O)C(C)(C)C)N1CCOCC1)C)=O (R)-N-[(1R)-1-(6-fluoro-3-methyl-2-morpholino-4-oxo-quinazolin-8-yl)ethyl]-2-methyl-propane-2-sulfinamide